6-((2-amino-3-chloropyridin-4-yl)sulfanyl)pyrazine-2-carbonitrile NC1=NC=CC(=C1Cl)SC1=CN=CC(=N1)C#N